C(C)(C)(C)OC(=O)C1=CC=C(C=C1)C1=C2CN(C(C2=CC=C1)=O)[C@H](C(=O)O)CO (S)-2-(4-(4-(tert-butoxycarbonyl)phenyl)-1-oxoisoindolin-2-yl)-3-hydroxypropanoic acid